5-(3-(2-methoxyethyl)-2-methyl-3H-imidazo[4,5-b]pyridin-5-yl)-N-((1-methylcyclopropyl)methyl)pyrrolo[2,1-f][1,2,4]triazin-2-amine COCCN1C(=NC=2C1=NC(=CC2)C=2C=CN1N=C(N=CC12)NCC1(CC1)C)C